C1(=CC=CC=C1)S(=O)(=O)N1C(=CC=2C=NC=CC21)[C@@H](C)NC(=O)[C@H]2N([C@H]1C[C@]1(C2)C)C(CN2C(C1=CC=C(C=C1C2)Br)=O)=O (1S,3S,5S)-N-[(1R)-1-[1-(benzenesulfonyl)pyrrolo[3,2-c]pyridin-2-yl]ethyl]-2-[2-(5-bromo-1-oxo-isoindolin-2-yl)acetyl]-5-methyl-2-azabicyclo[3.1.0]hexane-3-carboxamide